C(C)(C)(C)OC(=O)N1CCN(CC1)C1=NC=C(C=N1)N1CCC(CC1)C(=O)O 1-[2-(4-tert-butoxycarbonylpiperazin-1-yl)pyrimidin-5-yl]piperidine-4-carboxylic acid